C(#N)[C@H]1N(CCC1)C(CNC(=O)C1=CC=NC2=CC=C(C=C12)OCC(=O)O)=O (S)-2-((4-((2-(2-cyanopyrrolidin-1-yl)-2-oxoethyl)carbamoyl)quinolin-6-yl)oxy)acetic acid